ClC1=C(C=CC=C1)C1=CC(=CC2=C1NC(=NS2(=O)=O)O)F 5-(2-chlorophenyl)-7-fluoro-3-hydroxy-4H-benzo[e][1,2,4]thiadiazine 1,1-dioxide